2E-Octene C=CCCCCCC